(Z)-2-(5-fluoro-2-methyl-1-((4-methylnaphthalen-1-yl)methylene)-1H-inden-3-yl)-N-hydroxy-N-methylacetamide FC=1C=C2C(=C(/C(/C2=CC1)=C/C1=CC=C(C2=CC=CC=C12)C)C)CC(=O)N(C)O